N-(2-hydroxy-2-phenylethyl)-acetamide OC(CNC(C)=O)C1=CC=CC=C1